3-(1H-Imidazol-1-yl)cyclobutyl (8-amino-7-fluoro-6-(8-methyl-2,3-dihydro-1H-pyrido[2,3-b][1,4]oxazin-7-yl)isoquinolin-3-yl)carbamate NC=1C(=C(C=C2C=C(N=CC12)NC(OC1CC(C1)N1C=NC=C1)=O)C1=C(C2=C(OCCN2)N=C1)C)F